C(C)(C)(C)OC(=O)N1C[C@@H](N(CC1)CC(=O)OCC)C (3S)-4-(2-ethoxy-2-oxoethyl)-3-methylpiperazine-1-carboxylic acid tert-butyl ester